2-ethoxy-α-methylstyrene C(C)OC1=C(C(=C)C)C=CC=C1